NCC1=NNC(C2=CC=C(C=C12)C=1C=NC=C(C1)C(F)(F)F)=O 4-(aminomethyl)-6-(5-(trifluoromethyl)-pyridin-3-yl)phthalazin-1(2H)-one